6-fluoro-2-methoxy-7-(2-methylbut-3-yn-2-yl)quinoline-3-carboxylic acid methyl ester COC(=O)C=1C(=NC2=CC(=C(C=C2C1)F)C(C)(C#C)C)OC